(S)-6-(((1-(1-(difluoromethyl)cyclopropyl)-1H-1,2,3-triazol-4-yl)(quinolin-7-yl)methyl)amino)-4-(neopentylamino)quinoline-3,8-dicarbonitrile FC(C1(CC1)N1N=NC(=C1)[C@H](C1=CC=C2C=CC=NC2=C1)NC=1C=C2C(=C(C=NC2=C(C1)C#N)C#N)NCC(C)(C)C)F